methacryloxycholine C(C(=C)C)(=O)OOCC[N+](C)(C)C